5,6-dimethoxy-3-methyl-phenol COC=1C=C(C=C(C1OC)O)C